methyl (S)-2-(chloromethyl)-1-(oxetan-2-ylmethyl)-1H-benzo[d]imidazole-5-carboxylate ClCC1=NC2=C(N1C[C@H]1OCC1)C=CC(=C2)C(=O)OC